Ethyl 2-(4-benzyloxy-3,5-dichloro-phenyl)-5-ethyl-oxazole-4-carboxylate C(C1=CC=CC=C1)OC1=C(C=C(C=C1Cl)C=1OC(=C(N1)C(=O)OCC)CC)Cl